BrCCCCBr.N1N=NC2=C1C=CC=1C=3C=CC=CC3C=CC12 phenanthrotriazole compound with 1,4-dibromobutane